CN(CCCNC1=NC(=NC2=CC=CC=C12)NCCC1=CC=C(C=C1)OC)C N4-(3-(dimethylamino)propyl)-N2-(4-methoxyphenethyl)quinazoline-2,4-diamine